CC(C)CC(=O)C(=O)[O-] The molecule is a 2-oxo monocarboxylic acid anion that is the conjugate base of 4-methyl-2-oxopentanoic acid. It has a role as a human metabolite and a Saccharomyces cerevisiae metabolite. It derives from a valerate. It is a conjugate base of a 4-methyl-2-oxopentanoic acid.